5-((4-ethylpiperazin-1-yl)methyl)-N-(5-fluoro-4-(4-fluoro-1-isopropyl-2-methyl-1H-benzo[d]imidazol-6-yl)pyridin-2-yl)pyrimidin-2-amine maleate C(\C=C/C(=O)O)(=O)O.C(C)N1CCN(CC1)CC=1C=NC(=NC1)NC1=NC=C(C(=C1)C=1C=C(C2=C(N(C(=N2)C)C(C)C)C1)F)F